NC1=C2C(N(C(C2=CC(=C1C)Br)=O)CC1=CC=C(C=C1)OC)C1=C(C=CC(=C1)F)Cl 4-amino-6-bromo-3-(2-chloro-5-fluorophenyl)-2-(4-methoxybenzyl)-5-methylisoindolin-1-one